ClC1=C(C=C2C=C(N=CC2=C1)NC(=O)[C@H]1[C@H](C1C=1C=NN(C1)C)CC)[C@@H](COC)C (1S,2S)-N-(7-chloro-6-((S)-1-methoxypropan-2-yl)isoquinolin-3-yl)-2-ethyl-3-(1-methyl-1H-pyrazol-4-yl)cyclopropane-1-carboxamide